1-((3R,4S)-3-(hydroxymethyl)-4-((5-(4-(trifluoromethyl)phenyl)pyrido[2,3-d]pyridazin-8-yl)amino)pyrrolidin-1-yl)prop-2-en-1-one OC[C@@H]1CN(C[C@H]1NC=1N=NC(=C2C1N=CC=C2)C2=CC=C(C=C2)C(F)(F)F)C(C=C)=O